2-methyl-1-((1-methyl-4-nitro-1H-pyrazol-3-yl)oxy)propan-2-ol CC(COC1=NN(C=C1[N+](=O)[O-])C)(C)O